C1(CC1)NC(C1=CC=C(C=C1)[C@H]1CC2(CC(C2)(F)F)CCN1CC1=C2C=CNC2=C(C=C1OC)C)=O (R)-N-cyclopropyl-4-(2,2-difluoro-7-((5-methoxy-7-methyl-1H-indol-4-yl)methyl)-7-azaspiro[3.5]nonan-6-yl)benzamide